2-DIMETHYLAMINOPYRIDINE-4-BORONIC ACID CN(C1=NC=CC(=C1)B(O)O)C